COCCOC1=NC(=CC(=C1)NC=1C(=NC(=C(N1)NC)C1=NC2=C(C=NC=C2)N1C)C(=O)OC)C Methyl 3-[[2-(2-methoxyethoxy)-6-methyl-4-pyridyl]amino]-5-(methylamino)-6-(3-methylimidazo[4,5-c]pyridin-2-yl)pyrazine-2-carboxylate